4-{5-[5-fluoro-6-(3-hydroxy-2-methoxypropoxy)-1H-indazol-3-yl]-1,2-oxazol-3-yl}-N,N-dimethylbenzamide FC=1C=C2C(=NNC2=CC1OCC(CO)OC)C1=CC(=NO1)C1=CC=C(C(=O)N(C)C)C=C1